N1=CC=C2N1C=C(C=C2)N Pyrazolo[1,5-a]pyridine-6-amine